N-(1-cyano-1-methyl-ethyl)-4-[[2-[2-fluoro-5-hydroxy-4-(2,2,2-trifluoro-1-hydroxy-1-methyl-ethyl)phenyl]acetyl]amino]pyridine-2-carboxamide C(#N)C(C)(C)NC(=O)C1=NC=CC(=C1)NC(CC1=C(C=C(C(=C1)O)C(C(F)(F)F)(C)O)F)=O